CN1N=CN=C1C(=O)NC1=CC=C2C(=N1)N(C(=C2)C2=C(C=CC=C2)C(F)(F)F)C 1-methyl-N-(1-methyl-2-(2-(trifluoromethyl)phenyl)-1H-pyrrolo[2,3-b]pyridin-6-yl)-1H-1,2,4-triazole-5-carboxamide